tert-butyl 3-bromo-2-(4-fluorophenyl)-6,7-dihydropyrazolo[1,5-a]pyrazine-5(4H)-carboxylate BrC=1C(=NN2C1CN(CC2)C(=O)OC(C)(C)C)C2=CC=C(C=C2)F